CN(S(=O)(=O)NC=1C=C(C=NC1N1CC(C1)NC)C1=CC=2C3=C(C=NC2C=C1F)N(C(C31CCC1)=O)C)C 8'-{5-[(Dimethylsulfamoyl)amino]-6-[3-(methylamino)azetidin-1-yl]pyridin-3-yl}-7'-fluoro-3'-methyl-2',3'-dihydrospiro[cyclobutane-1,1'-pyrrolo[2,3-c]quinoline]-2'-one